N-(1-(2,6-dimethylphenyl)-3-methyl-1H-pyrazol-5-yl)pyrazolo[1,5-a]pyrimidine-3-carboxamide CC1=C(C(=CC=C1)C)N1N=C(C=C1NC(=O)C=1C=NN2C1N=CC=C2)C